[Cl-].[Cl-].[SiH2]=[Zr+2]C1C(=CC2=CC=CC=C12)C1C=CC=C1 silanediyl[(cyclopentadienyl)(indenyl)]zirconium dichloride